N-(5-((6-((R)-3-(3,4-difluorophenyl)isoxazolidine-2-yl)pyrimidine-4-yl)amino)-4-methoxy-2-(3-methyl-3,6-diazabicyclo[3.1.1]heptane-6-yl)phenyl)acrylamide FC=1C=C(C=CC1F)[C@@H]1N(OCC1)C1=CC(=NC=N1)NC=1C(=CC(=C(C1)NC(C=C)=O)N1C2CN(CC1C2)C)OC